[N+]1(=CC=CC=C1)[N-]C(C1=CC=C(C=C1)NS(=O)(=O)C1=CC=C(C=C1)C(F)(F)F)=O pyridin-1-ium-1-yl(4-((4-(trifluoromethyl)phenyl)sulfonamido)benzoyl)amide